6-(((1-methylpiperidin-4-yl)methyl)amino)undecane-1,11-diyl bis(6,6-bis(pentyloxy)hexanoate) C(CCCC)OC(CCCCC(=O)OCCCCCC(CCCCCOC(CCCCC(OCCCCC)OCCCCC)=O)NCC1CCN(CC1)C)OCCCCC